N[C@@H](C(=O)O)CNC(C1=CC(=CC(=C1)F)C=1C(=NSC1C)C)=O (R)-2-amino-3-(3-(3,5-dimethylisothiazol-4-yl)-5-fluorobenzamido)propanoic acid